C1(CC1)C1=C(C=NC(=C1)C(NC=1C(=C(C=CC1)C1=C(C(=CC=C1)NC(C1=NC=C(C(=C1)C1CC1)CNCC(C)(C)O)=O)C)C)=O)CN[C@H](CO)C(=O)O ((4-cyclopropyl-6-((3'-(4-cyclopropyl-5-(((2-hydroxy-2-methylpropyl)amino)methyl)picolinamido)-2,2'-dimethyl-[1,1'-biphenyl]-3-yl)carbamoyl)pyridin-3-yl)methyl)-D-serine